O1CCN(CC1)C1=CC(=NC=N1)N[C@H]1CN(CCC1)C1=CC=CC=C1 (R)-6-Morpholino-N-(1-phenylpiperidin-3-yl)pyrimidin-4-amine